C1=CC=CC=2SC3=CC=CC=C3N(C12)CCCC 4-(10H-Phenothiazin-10-yl)butan